3-((1-((2S,4R)-4-Amino-2-phenylpiperidine-1-carbonyl)piperidin-4-yl)methyl)-6-phenylpyrimidin-4(3H)-one N[C@H]1C[C@H](N(CC1)C(=O)N1CCC(CC1)CN1C=NC(=CC1=O)C1=CC=CC=C1)C1=CC=CC=C1